C(C)C(CC(CP(O)(O)=O)(NCC(CCCC)CC)CC(CCCC)CC)CCCC.C(C)(=O)OC[C@H](OC)[C@@H](OC)[C@H](OC(C)=O)[C@H](OC(C)=O)COC 1,4,5-tri-O-acetyl-2,3,6-tri-O-methyl-glucitol di(2-ethylhexyl)2-((2-ethylhexyl)amino)-ethylphosphonate